1-(1H-Benzo[d]imidazol-5-yl)-5-[4-(3-chlorophenyl)phenyl]imidazolidin-2-on N1C=NC2=C1C=CC(=C2)N2C(NCC2C2=CC=C(C=C2)C2=CC(=CC=C2)Cl)=O